C(#N)CC1(C(CCCC1)=C)C(=O)O 1-(cyanomethyl)-2-methylenecyclohexane-1-carboxylic acid